N=CN[C@@H](CCC(=O)O)C(=O)O Iminomethyl-glutamic acid